[C@H]12COC[C@H](C=C(C1)C(=O)OC)N2C(=O)OC(C)(C)C 9-(tert-butyl) 7-methyl (1R,5S)-3-oxa-9-azabicyclo[3.3.1]non-6-ene-7,9-dicarboxylate